N-methyl-4-(2-((tetrahydro-2H-pyran-4-yl)ethynyl)thiazol-5-yl)benzamide CNC(C1=CC=C(C=C1)C1=CN=C(S1)C#CC1CCOCC1)=O